COC([C@H](NC(=O)OC(C)(C)C)CC(=O)OCC1=CC=CC=C1)=O (tert-butoxycarbonyl)-D-aspartic acid 4-benzyl 1-methyl ester